3-(1-(trifluoromethyl)-cyclopropyl)propan-1-amine FC(C1(CC1)CCCN)(F)F